C(C(C)NC([O-])=O)NC([O-])=O propane-1,2-diyldicarbamate